C1(=CC=C(C=C1)C1=C(OC(=CC1=C(C#N)C#N)C=CC1=CC=C(C=C1)N(C)C)C)C (p-tolyl)4-(dicyanomethylene)-2-methyl-6-(4-dimethylaminostyryl)-4H-pyran